2-Chloro-5-methyl-N4-[3-nitrophenyl]pyrimidine-4-amine ClC1=NC=C(C(=N1)NC1=CC(=CC=C1)[N+](=O)[O-])C